COC1=CC=C(C=C1)[N+]#N 4-methoxybenzenediazonium